1,4-DIETHYL-CYCLOHEXANE C(C)C1CCC(CC1)CC